2-(5-Cyclopropyl-2-oxo-1H-1,6-naphthyridin-3-yl)-N-[(1S)-1-(2,4-difluorophenyl)ethyl]acetamide C1(CC1)C1=C2C=C(C(NC2=CC=N1)=O)CC(=O)N[C@@H](C)C1=C(C=C(C=C1)F)F